NC(CCN(C(OC(C)(C)C)=O)C)=O tert-butyl (3-amino-3-oxopropyl)(methyl)carbamate